(2R,3R,4S,5R,6S)-2-((2-(((tert-butyldimethylsilyl)oxy)methyl)but-3-en-1-yl)thio)-6-formyltetrahydro-2H-pyran-3,4,5-triyl tribenzoate C(C1=CC=CC=C1)(=O)O[C@H]1[C@H](O[C@@H]([C@@H]([C@@H]1OC(C1=CC=CC=C1)=O)OC(C1=CC=CC=C1)=O)C=O)SCC(C=C)CO[Si](C)(C)C(C)(C)C